2-formylpiperazine-1-carboxylic acid tert-butyl ester C(C)(C)(C)OC(=O)N1C(CNCC1)C=O